BrC=1C=C(C2=C(N(C(=N2)C(CCOC(C)=O)O)C(C)C)C1)F acetic acid 3-[6-bromo-4-fluoro-1-(propan-2-yl)-1H-benzimidazol-2-yl]-3-hydroxypropyl ester